C1#CNNCCCCCCCCCCCC1 Diazacyclohexadecyne